FC1(CCN(CC1)C12CC(C1)(C2)N2C(=NC(=C2)I)C=O)F 1-(3-(4,4-difluoropiperidin-1-yl)bicyclo[1.1.1]Pentane-1-yl)-4-iodo-1H-imidazole-2-carbaldehyde